racemic-(1S,2S)-2-(6-chloropyridin-3-yl)cyclopropane-1-carboxylic acid ClC1=CC=C(C=N1)[C@@H]1[C@H](C1)C(=O)O |r|